[N+](=O)([O-])C1=CC=C(O1)C(=O)N1CCN(CC1)C1=NC=C(C=N1)C(F)(F)F (5-Nitrofuran-2-yl){4-[5-(trifluoromethyl)pyrimidin-2-yl]piperazin-1-yl}methanone